C(C)OC(=O)C=1C=NN(C1)C=1C=NC(=C(C1)F)C1CCC(CC1)(F)F 1-[6-(4,4-difluorocyclohexyl)-5-fluoropyridin-3-yl]Pyrazole-4-carboxylic acid ethyl ester